C(C)C(C(=O)O)CCCC.CN(C(N(C)C)=N)C tetramethylguanidine-2-ethylhexanoic acid salt